O1C(=CC=C1)C1=CC(=NC(=N1)N)C=1N=NN(C1)CC1=NC(=CC=C1)COC 6-(2-furyl)-4-(1-{[6-(methoxymethyl)-2-pyridinyl]methyl}-1H-1,2,3-triazol-4-yl)-2-pyrimidinylamine